O[C@]1(C(CO)=O)CC[C@H]2[C@@H]3CCC4=CC(CC[C@]4(C)[C@H]3C(C[C@]12C)=O)=O 17,21-dihydroxypregn-4-ene-3,11,20-trione